1-Hexyl-1-propylpyrrolidinium fluorid [F-].C(CCCCC)[N+]1(CCCC1)CCC